BrC1=C2C=C(N=CC2=C(N=C1)NC([2H])([2H])[2H])C1(C(C1)F)C(=O)N (5-bromo-8-((methyl-d3)amino)-2,7-naphthyridin-3-yl)-2-fluorocyclopropane-1-carboxamide